N-(2-((6-methyl-2-(3-(naphthalen-2-yl)ureido)pyrimidin-4-yl)amino)ethyl)methanesulfonamide CC1=CC(=NC(=N1)NC(=O)NC1=CC2=CC=CC=C2C=C1)NCCNS(=O)(=O)C